CN(C(=O)C1=NC2=NC(=NC(=C2N1)N1CCOCC1)N/N=C/C=1C=C(C=CC1)C)C N,N-dimethyl-6-morpholino-2-[(2E)-2-(m-tolylmethylene)hydrazino]-7H-purine-8-carboxamide